nitro-4-acetamido-5-hydroxy-N,N-dimethylbenzamide [N+](=O)([O-])C1=C(C(=O)N(C)C)C=C(C(=C1)NC(C)=O)O